4-amino-8-(4-cyanopyrazin-3-yl)-7-fluoro-N-propylisoquinoline-3-carboxamide NC1=C(N=CC2=C(C(=CC=C12)F)C1C=NC=CN1C#N)C(=O)NCCC